C#CC(CCC)O hexyn-3-oL